Methyl (S)-3-amino-2-(dimethylamino)propanoate hydrochloride Cl.NC[C@@H](C(=O)OC)N(C)C